(R or S)-1-cyclopropyl-4-((6-(2-hydroxy-6-methyl-4-(trifluoromethyl)phenyl)-3-(2-hydroxypropan-2-yl)-2H-pyrazolo[3,4-b]pyridin-2-yl)methyl)pyrrolidin-2-one C1(CC1)N1C(C[C@H](C1)CN1N=C2N=C(C=CC2=C1C(C)(C)O)C1=C(C=C(C=C1C)C(F)(F)F)O)=O |o1:6|